4-[[(2S,3R,4S,5S)-3-[3,4-Difluoro-2-(trideuteriomethoxy)phenyl]-4,5-dimethyl-5-(trifluoromethyl)tetrahydrofuran-2-carbonyl]amino]-1-oxido-pyridin-1-ium-2-carboxamid FC=1C(=C(C=CC1F)[C@@H]1[C@H](O[C@@]([C@H]1C)(C(F)(F)F)C)C(=O)NC1=CC(=[N+](C=C1)[O-])C(=O)N)OC([2H])([2H])[2H]